2-(4-(2-((Tert-Butyldiphenylsilyl)oxy)ethyl)-6-(ethoxycarbonyl)-3-methylbenzo[b]thiophen-2-yl)-1H-indole-1-carboxylic acid tert-butyl ester C(C)(C)(C)OC(=O)N1C(=CC2=CC=CC=C12)C1=C(C2=C(S1)C=C(C=C2CCO[Si](C2=CC=CC=C2)(C2=CC=CC=C2)C(C)(C)C)C(=O)OCC)C